2-(1-trifluoromethylethyl)-2-methylsuccinic acid diisobutyl ester C(C(C)C)OC(C(CC(=O)OCC(C)C)(C)C(C)C(F)(F)F)=O